(9R)-azaphosphine N1=PC=CC=C1